OC1=CC=C(C=C1)C(\C=C\C1=CC(=C(C=C1)OCC(=O)N1CCOCC1)OC)=O (E)-1-(4-Hydroxyphenyl)-3-[3-methoxy-4-(2-morpholin-4-yl-2-oxoethoxy)phenyl]prop-2-en-1-one